N-(4-((2R)-3-(2-(3-chlorophenyl)morpholino)-2-hydroxypropoxy)phenyl)-N-methyl-methanesulfonamide ClC=1C=C(C=CC1)C1OCCN(C1)C[C@H](COC1=CC=C(C=C1)N(S(=O)(=O)C)C)O